COC(=O)N[C@H](C(=O)N1[C@@H]([C@H]2C(C[C@H]2C1)(C)C)C(=O)O)C(C)(C)C (1R,2S,5R)-3-((S)-2-((methoxycarbonyl)amino)-3,3-dimethylbutanoyl)-7,7-dimethyl-3-azabicyclo[3.2.0]heptane-2-carboxylic acid